N-(3-(1-benzyl-1H-indol-6-yl)-1H-pyrazol-5-yl)-4-(piperazin-1-yl)benzamide C(C1=CC=CC=C1)N1C=CC2=CC=C(C=C12)C1=NNC(=C1)NC(C1=CC=C(C=C1)N1CCNCC1)=O